N-(5-Bromo-2-(3-(dimethylamino)azetidin-1-yl)pyridin-3-yl)-2-methylthiazole-5-sulfonamide BrC=1C=C(C(=NC1)N1CC(C1)N(C)C)NS(=O)(=O)C1=CN=C(S1)C